FCCOC=1C(=CC=C2C(=CC(OC12)=O)C1=CC=CC=C1)O 8-(2-fluoroethoxy)-7-hydroxy-4-phenyl-2H-chromen-2-one